2-[(2R)-2-amino-3-(trifluoromethoxy)propyl]-3-bromo-5-chloro-N-[(1,3-thiazol-2-yl)methyl]thieno[3,2-b]pyridin-7-amine formate C(=O)O.N[C@H](CC1=C(C2=NC(=CC(=C2S1)NCC=1SC=CN1)Cl)Br)COC(F)(F)F